C(C)OC(=O)C1=CC(=NN1CC1=CC=CC=C1)S(NC(NC1=C2CCCC2=CC=2CCCC12)=O)(=O)=O ethyl-1-benzyl-3-(N-((1,2,3,5,6,7-hexahydro-s-indacen-4-yl)carbamoyl)sulfamoyl)-1H-pyrazol-5-carboxylate